(R,Z)-N-(2-((tert-butyldimethylsilyl)oxy)-1-(2-ethyl-3,6-dimethyl-4-oxo-3,4-dihydroquinazolin-8-yl)ethylidene)-2-methylpropane-2-sulfinamide [Si](C)(C)(C(C)(C)C)OC\C(\C=1C=C(C=C2C(N(C(=NC12)CC)C)=O)C)=N/[S@](=O)C(C)(C)C